N-(4-((1H-pyrazol-1-yl)methyl)-2,3-dihydrobenzofuro[7,6-d]isoxazol-8-yl)-5-methoxy-1,1a,2,7b-tetrahydrocyclopropa[c]benzopyran-4-sulfonamide N1(N=CC=C1)CC1=CC2=C(C(=NO2)NS(=O)(=O)C2=C(C=CC=3C4C(COC32)C4)OC)C4=C1CCO4